2-[4,6-bis(trifluoromethyl)-1,3,5-triazin-2-yl]-1-(but-3-yn-1-yl)-6-chloro-2,3,4,9-tetrahydro-1H-pyrido[3,4-b]indole FC(C1=NC(=NC(=N1)C(F)(F)F)N1C(C=2NC3=CC=C(C=C3C2CC1)Cl)CCC#C)(F)F